O1NOCOC1 1,3,5-triOxazine